5-amino-N-(3-(3,4-dihydroisoquinolin-2(1H)-yl)-2-hydroxypropyl)-2-fluorobenzamide NC=1C=CC(=C(C(=O)NCC(CN2CC3=CC=CC=C3CC2)O)C1)F